(3-bromophenyl)-4,4,4-trifluorobutyric acid BrC=1C=C(C=CC1)C(C(=O)O)CC(F)(F)F